C\C(=C/CCC=C)\CCC=C(C)C (E)-6,10-dimethylundeca-1,5,9-triene